C[Sn](C1=CC(=CC=C1)[Sn](C)(C)C)(C)C 2,6-bis(trimethylstannyl)benzol